hydroxy-stearic acid OC(C(=O)O)CCCCCCCCCCCCCCCC